trichloro-gold Cl[Au](Cl)Cl